2-[2-chloro-4-(4-chlorophenoxy)phenyl]-2-hydroxy-3-(1H-1,2,4-triazol-1-yl)propionic acid ClC1=C(C=CC(=C1)OC1=CC=C(C=C1)Cl)C(C(=O)O)(CN1N=CN=C1)O